ClC1=C(C=CC(=C1)Cl)[C@H](C)N1C(=NC2=C1C=C(C(=C2)F)F)N2C[C@H]([C@@H](CC2)F)N (3R,4R)-1-(1-((1S)-1-(2,4-Dichlorophenyl)ethyl)-5,6-difluoro-1H-benzimidazol-2-yl)-4-fluoro-3-piperidinamin